6-(3,4-Dichloro-phenyl)-pyrimidine-4-carboxylic acid (2,4-dimethyl-pyridin-3-yl)-amide CC1=NC=CC(=C1NC(=O)C1=NC=NC(=C1)C1=CC(=C(C=C1)Cl)Cl)C